(S)-4-benzyl-3-((2R,3R)-3-(3,5-dimethoxy-4-methylphenyl)-3-hydroxy-2-phenethoxypropionyl)oxazolidin-2-one C(C1=CC=CC=C1)[C@@H]1N(C(OC1)=O)C([C@@H]([C@H](O)C1=CC(=C(C(=C1)OC)C)OC)OCCC1=CC=CC=C1)=O